1-methyl-4-((1-phenethyl-1H-tetrazol-5-yl)(pyridin-3-yl)methyl)piperazine CN1CCN(CC1)C(C=1C=NC=CC1)C1=NN=NN1CCC1=CC=CC=C1